FC=1C=NC=C(C1C=O)F 3,5-difluoro-pyridine-4-carbaldehyde